NC1=CC(C(NC1=NC=1C(=NN2C1C=CC=C2)NCCCN2C=NC=C2)=NC=2C(=NN1C2C=CC=C1)NCCCN1C=NC=C1)=N N3,N3'-(5-Amino-3-iminopyridin-2,6(1H,3H)-diyliden)bis{N2-[3-(1H-imidazol-1-yl)propyl]pyrazolo[1,5-a]pyridin-2,3-diamin}